5-tert-Butyl-[1,3,4]oxadiazole-2-carboxylic acid {2-[2-(1,5-dimethyl-1H-pyrazol-3-yl)-3H-imidazo[4,5-b]pyridin-7-yl]-6,7,8,9-tetrahydro-5H-benzocyclohepten-5-yl}-amide CN1N=C(C=C1C)C1=NC=2C(=NC=CC2C=2C=CC3=C(CCCCC3NC(=O)C=3OC(=NN3)C(C)(C)C)C2)N1